(1r,4r)-4-ethoxycyclohexylamine hydrochloride Cl.C(C)OC1CCC(CC1)N